BrC=1C(=C(C=CC1F)NS(=O)(=O)C1=C(C=CC(=C1)Cl)Cl)F N-(3-bromo-2,4-difluorophenyl)-2,5-dichlorobenzenesulfonamide